N1N=C(C=C1)N[C@H]1C[C@H](N(C1)C=1C2=C(N=C(N1)C)C1=C(O2)C=CC=C1)C(=O)O (2S,4S)-4-((1H-pyrazol-3-yl)amino)-1-(2-methylbenzofuro[3,2-d]pyrimidin-4-yl)pyrrolidine-2-carboxylic acid